4-dimethylamino-2-Ethylhexylbenzoic acid CN(C(CC(CC1=C(C(=O)O)C=CC=C1)CC)CC)C